C(CCC)OC(=O)CCCCCCCCCCCCCCOC=1C2=CC=CC=C2C(=C2C=CC=CC12)OCCCCCCCCCCCCCCC(=O)OCCCC 9,10-bis(n-butoxycarbonyltetradecyleneoxy)anthracene